4-chloro-8-ethyl-9-oxo-6,8,10-triazatricyclo[9.4.0.02,7]pentadeca-1(11),2(7),3,5,12,14-hexaene-13-carbonitrile ClC1=CC=2C=3C=CC(=CC3NC(N(C2N=C1)CC)=O)C#N